8-((2-hydroxyethyl)(5-(((nonyloxy)carbonyl)oxy)pentyl)amino)octanoic acid heptadec-9-yl ester CCCCCCCCC(CCCCCCCC)OC(CCCCCCCN(CCCCCOC(=O)OCCCCCCCCC)CCO)=O